N-[(2R)-2-(3-chlorophenyl)-2-methoxy-propyl]spiro[2.5]octane-2-carboxamide ClC=1C=C(C=CC1)[C@@](CNC(=O)C1CC12CCCCC2)(C)OC